N[C@@H](C)C=1C(=C(C(=C(C1)Cl)C)N1C(CCC1)=O)OCC ((S)-(1-aminoethyl)-5-chloro-2-ethoxy-6-methylphenyl)pyrrolidin-2-one